9-[2-deoxy-β-D-erythro-pentofuranosyl]-3-ethynyl-9H-carbazole [C@@H]1(C[C@H](O)[C@H](O1)CO)N1C2=CC=CC=C2C=2C=C(C=CC12)C#C